C(CCCCCCC)[N+](C)(C)C N-octyl-N,N,N-trimethyl-ammonium